(3aR,5s,6aS)-N-(6-(4-fluoro-2-methylphenyl)-4-(trifluoromethyl)pyridazin-3-yl)-2-((tetrahydro-2H-pyran-4-yl)methyl-d2)octahydro-cyclopenta[c]pyrrol-5-amine FC1=CC(=C(C=C1)C1=CC(=C(N=N1)NC1C[C@@H]2[C@@H](CN(C2)C([2H])([2H])C2CCOCC2)C1)C(F)(F)F)C